[Na].NC(CNCC(=O)OCCCCCCCCCCCC)N.[Na] sodium lauryl diaminoethylglycinate, sodium salt